FC1(CN(CC1)C=1C=CC2=C(CCC=3C(C=4C=CC=CC4NC23)=O)C1)F 3-(3,3-difluoropyrrolidin-1-yl)-6,12-dihydrobenzo[c]acridin-7(5H)-one